5-[5-bromo-3-[1-[(3,3-difluorocyclobutyl)methyl]pyrazol-4-yl]quinoxalin-6-yl]oxy-2-nitro-aniline BrC1=C2N=C(C=NC2=CC=C1OC=1C=CC(=C(N)C1)[N+](=O)[O-])C=1C=NN(C1)CC1CC(C1)(F)F